ClC=1C=C(C=CC1F)NC1=NC2=C(C=CC=C2C(=N1)N[C@H](C)C(C)(C)C)C=1CCNCC1 (R)-N2-(3-chloro-4-fluorophenyl)-N4-(3,3-dimethylbutan-2-yl)-8-(1,2,3,6-tetrahydropyridin-4-yl)quinazoline-2,4-diamine